CN1C[C@@H](CCC1)NC1=NN=CC=2CCCCC12 4-(((R)-1-methylpiperidin-3-yl)amino)-5,6,7,8-tetrahydrophthalazine